ClC1=C(C=CC=C1)NC(=O)C1=C(C2=C(N1)C=C(S2)C)CN2CC1CCC(C2)O1 N-(2-chlorophenyl)-2-methyl-6-{8-oxa-3-azabicyclo[3.2.1]octan-3-ylmethyl}-4H-thieno[3,2-b]pyrrole-5-carboxamide